O1C[C@H](CC1)OC1=CC=C(CC=2C=C(C=CC2Cl)[C@]2(CO2)[C@@H]([C@@H]([C@H](CCOC(C)=O)OC(C)=O)OC(C)=O)OC(C)=O)C=C1 (2S,3R,4R,5S,6R)-2-[3-[4-[(S)-tetrahydrofuran-3-yloxy]benzyl]-4-chlorophenyl]-6-acetoxymethyl-3,4,5-triacetoxyepoxyhexane